FC=1C(=NC(=NC1)NC1=CC=C2CCNC(C2=C1)C)NC1CCN(CC1)S(=O)(=O)C 5-fluoro-N2-(1-methyl-1,2,3,4-tetrahydroisoquinolin-7-yl)-N4-(1-(methylsulfonyl)piperidin-4-yl)pyrimidine-2,4-diamine